4-[2-[(2S)-2-(2-isopropylphenyl)pyrrolidin-1-yl]-7-azaspiro[3.5]nonan-7-yl]-N-[3-nitro-4-([[(1r,4r)-4-hydroxy-4-methylcyclohexyl]methyl]amino)benzenesulfonyl]benzamide C(C)(C)C1=C(C=CC=C1)[C@H]1N(CCC1)C1CC2(C1)CCN(CC2)C2=CC=C(C(=O)NS(=O)(=O)C1=CC(=C(C=C1)NCC1CCC(CC1)(C)O)[N+](=O)[O-])C=C2